C(C)N=C=NCCCN(C)C 1-ethyl-(3-dimethylaminopropyl-carbodiimide)